n-butyl-n-octyl-magnesium C(CCC)[Mg]CCCCCCCC